N-((6S,7S)-5-((R)-oxetan-2-carbonyl)-6-((2,3',5'-trifluoro-[1,1'-biphenyl]-3-yl)methyl)-5-azaspiro[2.4]heptan-7-yl)methanesulfonamide O1[C@H](CC1)C(=O)N1CC2(CC2)[C@@H]([C@@H]1CC=1C(=C(C=CC1)C1=CC(=CC(=C1)F)F)F)NS(=O)(=O)C